FC1=C(C=C(C(=C1)C(F)(F)F)F)NS(=O)(=O)C1=CNC(=C1)C1=C(C=CC=C1)OC(F)(F)F N-[2,5-difluoro-4-(trifluoromethyl)phenyl]-5-[2-(trifluoromethoxy)phenyl]-1H-pyrrole-3-sulfonamide